2,7-bis(piperidin-1-ylsulfonyl)-9H-fluoren-9-one oxime N1(CCCCC1)S(=O)(=O)C1=CC=2C(C3=CC(=CC=C3C2C=C1)S(=O)(=O)N1CCCCC1)=NO